(6-pyrazol-1-ylpyrimidin-4-yl)hydrazine N1(N=CC=C1)C1=CC(=NC=N1)NN